ammonium 3,5-di-tert-butylbenzenesulfonate C(C)(C)(C)C=1C=C(C=C(C1)C(C)(C)C)S(=O)(=O)[O-].[NH4+]